4-(4-aminophenoxy)phenyl sulfone NC1=CC=C(OC2=CC=C(C=C2)S(=O)(=O)C2=CC=C(C=C2)OC2=CC=C(C=C2)N)C=C1